(1R,2R)-2-(3-chlorophenyl)-N-(5-((4-((2-oxopyridin-1(2H)-yl)methyl)benzyl)amino)pyridazin-3-yl)cyclopropane-1-carboxamide ClC=1C=C(C=CC1)[C@H]1[C@@H](C1)C(=O)NC=1N=NC=C(C1)NCC1=CC=C(C=C1)CN1C(C=CC=C1)=O